COCCOCCOCCOCCOCCOCCOCCO heptaethyleneglycol monomethyl ether